((4-(6-((4-Chloro-2-fluorobenzyl)oxy)pyridin-2-yl)piperidin-1-yl)methyl)-4-(1-fluoroethoxy)-1-methyl-1H-benzo[d]imidazole-6-carboxylic acid ClC1=CC(=C(COC2=CC=CC(=N2)C2CCN(CC2)CC2=NC3=C(N2C)C=C(C=C3OC(C)F)C(=O)O)C=C1)F